C(C)OC1=CC=C(C=C1)S(=O)(=O)OC=1C=C(C=CC1)NC(=O)NC1=CC(=CC=C1)OS(=O)(=O)C1=CC=C(C=C1)OCC N,N'-bis-[3-(p-ethoxybenzenesulfonyloxy)phenyl]urea